FC1=C(OC[C@@H](/C=C/[C@H]2[C@@H](C[C@@H]3OC[C@H](CC[C@@H]32)COCC(=O)OC(C)C)O)O)C=C(C=C1)F 2-Propanyl ({(3R,5aR,6R,7R,8aS)-6-[(1E,3R)-4-(2,5-difluorophenoxy)-3-hydroxy-1-buten-1-yl]-7-hydroxyoctahydro-2H-cyclopenta[b]oxepin-3-yl}methoxy)acetate